(S)-1-(1-(3-(2-Cyanophenyl)azetidin-1-yl)-3-hydroxy-1-oxopropan-2-yl)-3-(2-ethynylthiazol-4-yl)urea C(#N)C1=C(C=CC=C1)C1CN(C1)C([C@H](CO)NC(=O)NC=1N=C(SC1)C#C)=O